BrC1=C(C(=C(C=C1)NC(C1=C(C=CC(=C1)NC(=O)[C@@H]1C([C@H]1C1=CC(=C(C=C1)F)C(F)(F)F)(Cl)Cl)Cl)=O)C)[N+](=O)[O-] N-(4-bromo-2-methyl-3-nitrophenyl)-2-chloro-5-((1R,3R)-2,2-dichloro-3-(4-fluoro-3-(trifluoromethyl)phenyl)cyclopropane-1-carboxamido)benzamide